2-amino-5-bromo-N-((1r,4r)-4-hydroxy-1-methylcyclohexyl)nicotinamide NC1=C(C(=O)NC2(CCC(CC2)O)C)C=C(C=N1)Br